ethyl 2-(3-nitro-4-iodophenyl)-2-methylpropionate [N+](=O)([O-])C=1C=C(C=CC1I)C(C(=O)OCC)(C)C